C(C)(C)(C)OC(=O)N1CCC2(CC(C2)O[Si](C)(C)C(C)(C)C)CC1 2-((tert-Butyldimethylsilyl)oxy)-7-azaspiro[3.5]nonane-7-carboxylic acid tert-butyl ester